C(C)C1=NOC(=C1)C1=NN(C(=C1)C(C(=O)N[C@H]1C2=C(CN3N(C1=O)CCC3)C=CC=C2)(CC(=O)N)C)C (3-(3-Ethylisoxazol-5-yl)-1-methyl-1H-pyrazol-5-yl)-2-methyl-N1-((S)-11-oxo-2,3,10,11-tetrahydro-1H,5H-benzo[d]pyrazolo[1,2-a][1,2]diazepin-10-yl)succinamide